CC1CN(CC(N1)C)C1=C(C(=C2CN(CC2=C1)C1C(NC(CC1)=O)=O)F)F 6-(3,5-Dimethylpiperazin-1-yl)-2-(2,6-dioxopiperidin-3-yl)-4,5-difluoroisoindoline